methyl 4-[4-benzyloxy-1-(4-fluoro-3-methyl-phenyl)-2-isopropylsulfanyl-indol-3-yl]benzoate C(C1=CC=CC=C1)OC1=C2C(=C(N(C2=CC=C1)C1=CC(=C(C=C1)F)C)SC(C)C)C1=CC=C(C(=O)OC)C=C1